4-(Difluoromethoxy)-N-[4-(2,3-dihydro-1-benzofuran-5-yl)-1-(4-methoxyphenyl)-1H-imidazol-2-yl]benzamide FC(OC1=CC=C(C(=O)NC=2N(C=C(N2)C=2C=CC3=C(CCO3)C2)C2=CC=C(C=C2)OC)C=C1)F